bis[2-(ethoxycarbonyl)ethyl]amine C(C)OC(=O)CCNCCC(=O)OCC